N,N-dimethyl-1-((2-(trimethylsilyl)ethoxy)methyl)-1H-1,2,4-triazole-3-carboxamide CN(C(=O)C1=NN(C=N1)COCC[Si](C)(C)C)C